N-[4-[3-(benzyloxy)piperidine-1-yl]phenyl]-5-(2-chloroethyl)-4-[(3S,4S)-3,4-difluoropyrrolidin-1-yl]pyrimidin-2-amine C(C1=CC=CC=C1)OC1CN(CCC1)C1=CC=C(C=C1)NC1=NC=C(C(=N1)N1C[C@@H]([C@H](C1)F)F)CCCl